2-(6-methoxypyridin-3-yl)-N-methylpyrimidin-4-amine COC1=CC=C(C=N1)C1=NC=CC(=N1)NC